5-chloro-(N-((1S,2R)-1-(5-oxo-4,5-dihydro-1,3,4-oxadiazol-2-yl)-2-(o-tolyl)propyl)sulfamoyl)benzamide ClC=1C=CC(=C(C(=O)N)C1)S(N[C@@H]([C@H](C)C1=C(C=CC=C1)C)C=1OC(NN1)=O)(=O)=O